N-[5-(2,6-dichlorophenyl)-1-trityl-1H-indazol-3-yl]-1-(3-hydroxy-2,2-dimethylpropyl)piperidine-4-carboxamide ClC1=C(C(=CC=C1)Cl)C=1C=C2C(=NN(C2=CC1)C(C1=CC=CC=C1)(C1=CC=CC=C1)C1=CC=CC=C1)NC(=O)C1CCN(CC1)CC(CO)(C)C